C(C)(C)(C)[Si](OC1=CC=C(NC2=C(N(C(=C2)C)C2CC2)C#N)C=C1)(C)C [4-[tert-butyl-(dimethyl)silyl]oxyanilino]-1-cyclopropyl-5-methyl-pyrrole-2-carbonitrile